C(C)N(C(C1=C(C=C(C(=C1)C(C)C)O)O)=O)C=1C=CC=C2C=CC=NC12 N-ethyl-2,4-dihydroxy-5-isopropyl-N-(quinolin-8-yl)benzamide